(S)-2-(8-(2-(Methyl(piperidin-4-yl)amino)ethyl)-6,6a,7,8,9,10-hexahydro-5H-pyrazino[1',2':4,5]pyrazino[2,3-c]pyridazin-2-yl)phenol CN(CCN1C[C@H]2N(C=3C(=NN=C(C3)C3=C(C=CC=C3)O)NC2)CC1)C1CCNCC1